FC=1C=CC=C2/C(/C(NC12)=O)=C/1\C(N(/C(/S1)=N/C1=CC=C(C=C1)S(=O)(=O)N)C1=CC=C(C=C1)F)=O 4-(((Z)-5-((Z)-7-fluoro-2-oxoindoline-3-ylidene)-3-(4-fluorophenyl)-4-oxothiazolidin-2-ylidene)amino)benzenesulphonamide